ClC=1C=C(C=CC1OC(F)(F)F)N1C2=NC(=NC=C2N=C1C#C[Si](C(C)C)(C(C)C)C(C)C)N1CCN(CC1)C 9-(3-chloro-4-(trifluoromethoxy)phenyl)-2-(4-methylpiperazin-1-yl)-8-((triisopropylsilyl)ethynyl)-9H-purine